FC1=CC=C(C=C1)CC(CC(=O)OC(C)(C)C)=O Tert-butyl 4-(4-fluorophenyl)-3-oxobutanoate